ethyl 3-(ethylperoxy)-3-oxopropionate C(C)OOC(CC(=O)OCC)=O